3-trifluoromethyl-2-pyridinesulfonamide FC(C=1C(=NC=CC1)S(=O)(=O)N)(F)F